3-((3-((4-(2-(3-(3-amino-6-(2-hydroxyphenyl)pyridazin-4-yl)-3,8-diazabicyclo[3.2.1]octan-8-yl)pyrimidin-5-yl)piperidin-1-yl)methyl)phenyl)amino)piperidine-2,6-dione NC=1N=NC(=CC1N1CC2CCC(C1)N2C2=NC=C(C=N2)C2CCN(CC2)CC=2C=C(C=CC2)NC2C(NC(CC2)=O)=O)C2=C(C=CC=C2)O